S1C(=CC=C1)COC=1C=C2C=CNC2=CC1 5-(thiophen-2-ylmethoxy)-1H-indol